ClC1=NC(=CC(=C1)C(=O)NC1=CC=C(C=C1)OC(F)(F)F)C=1C=NC=NC1 2-Chloro-6-pyrimidin-5-yl-N-[4-(trifluoromethoxy)phenyl]pyridine-4-carboxamide